CCCCCCCCCC=CC=CC=CC=CC=CC=CC(=O)O[C@H](CO)COP(=O)(O)OCCN 2-docosahexaenoyl-sn-glycero-3-phosphoethanolamine